N-((3R,4S)-4-cyano-1-(7-(8-ethynyl-3-hydroxynaphthalen-1-yl)-8-fluoro-2-((tetrahydro-1H-pyrrolizin-7a(5H)-yl)methoxy)pyrido[4,3-d]pyrimidin-4-yl)azepan-3-yl)acrylamide C(#N)[C@@H]1[C@H](CN(CCC1)C=1C2=C(N=C(N1)OCC13CCCN3CCC1)C(=C(N=C2)C2=CC(=CC1=CC=CC(=C21)C#C)O)F)NC(C=C)=O